[Si](C)(C)(C)N=C=O TMS isocyanate